BrC1=CC=C2CN(C(C2=C1C)=O)[C@@H](C(=O)NC=1SC=CN1)C1=C(C=CC(=C1)F)OC |r| (2RS)-2-(6-bromo-7-methyl-1-oxo-isoindolin-2-yl)-2-(5-fluoro-2-methoxy-phenyl)-N-thiazol-2-yl-acetamide